BrC1=C2C=NN(C2=C(C(=C1Cl)F)C=O)C1OCCCC1 4-bromo-5-chloro-6-fluoro-1-(tetrahydro-2H-pyran-2-yl)-1H-indazole-7-carbaldehyde